C(CCCCCCCCCCCCC)(=O)O.C(CCCCCCCCCCCCC)(=O)O.OCC(O)CO glycerin dimyristate